3-(4-((3-(1,1-difluoroethyl)phenyl)carbamoyl)-3-methyl-5-oxo-4,5-dihydro-1H-pyrazol-1-yl)benzoic acid FC(C)(F)C=1C=C(C=CC1)NC(=O)C1C(=NN(C1=O)C=1C=C(C(=O)O)C=CC1)C